5-ethyl-2,3-dihydrobenzofuran C(C)C=1C=CC2=C(CCO2)C1